C1=CC=CC2=C3C(=C4C5=C6C(=C7C(=C5C(C4=C21)CC2=CC=C(C(C1=CC=C(C=C1)OC)(C1=CC=C(C=C1)OC)Cl)C=C2)C=CC=C7)C=CC=C6)C=CC=C3 4-(17-tetrabenzo[a,c,g,i]fluorenylmethyl)-4',4''-dimethoxytrityl Chloride